4-((3R,5S)-3,5-dimethylpiperazin-1-yl)-N-(8-ethoxy-2-methyl-[1,2,4]triazolo[1,5-a]pyrazin-6-yl)-2,3-dihydro-1H-pyrrolo[2,3-b]pyridine-1-carboxamide hydrochloride Cl.C[C@@H]1CN(C[C@@H](N1)C)C1=C2C(=NC=C1)N(CC2)C(=O)NC=2N=C(C=1N(C2)N=C(N1)C)OCC